(l)-2,6-diethyl-4-methylaniline C(C)C1=C(N)C(=CC(=C1)C)CC